BrC1=NN2C(N(C(=C(C2=O)N2CCN(CC2)C(=O)OC(C)(C)C)CCCC(=O)OCC)COCC[Si](C)(C)C)=N1 tert-butyl 4-(2-bromo-5-(4-ethoxy-4-oxobutyl)-7-oxo-4-((2-(trimethylsilyl)ethoxy)methyl)-4,7-dihydro-[1,2,4]triazolo[1,5-a]pyrimidin-6-yl)piperazine-1-carboxylate